2-Azaspiro[3.3]heptane-6-yl-imino-oxo-[3-(trifluoromethoxy)phenyl]-λ6-sulfane tert-butyl-4-(3,5-difluorophenyl)-4-hydroxyazepane-1-carboxylate C(C)(C)(C)OC(=O)N1CCC(CCC1)(O)C1=CC(=CC(=C1)F)F.C1NCC12CC(C2)S(C2=CC(=CC=C2)OC(F)(F)F)(=O)=N